ClC=1C=C(C(=CC1)NC)N 4-chloro-N1-methylbenzene-1,2-diamine